ClC1=CC(=C(C=C1)N1C(N([C@H](C1)C#N)C1=CN=CC2=CC=CC=C12)=O)C#N |r| Racemic-1-(4-chloro-2-cyanophenyl)-3-(isoquinolin-4-yl)-2-oxoimidazolidine-4-carbonitrile